NC1=NC(N(C=C1)[C@@H]1O[C@]([C@H](C1)O)(C(F)(F)F)CO)=O 4-amino-1-((2R,4S,5R)-4-hydroxy-5-(hydroxymethyl)-5-(trifluoromethyl)tetrahydrofuran-2-yl)pyrimidin-2(1H)-one